FC(C(=O)O)(F)F.CC1=CC=CC=2N1C(C(=C(N2)C(C)NC2=C1N=CNC1=NC=N2)C=2C=C(C#N)C=CC2)=O 3-{6-Methyl-4-oxo-2-[1-(9H-purin-6-ylamino)ethyl]-4H-pyrido[1,2-a]pyrimidin-3-yl}benzonitrile Trifluoroacetic Acid Salt